ClC1=CC(=C2CN(CC2=C1)C(C(C)O)=O)[C@@H]1N(CCC1)C(=O)OC(C)(C)C |r| tert-butyl rac-(2R)-2-(6-chloro-2-(2-hydroxypropionyl)isoindolin-4-yl)pyrrolidine-1-carboxylate